COC(=O)[C@H]1OC(O[C@@H]1C1=C(C=CC=C1)F)C1=CC=CC=C1 (4S,5R)-methyl-5-(2-fluorophenyl)-2-phenyl-1,3-dioxolane-4-carboxylate